1-Butyl-5-(diaminomethylene)-3-[4-(hydroxymethyl)-4-[(2-methoxy-3-pyridyl)methyl]cyclohexyl]hexahydropyrimidine-2,4,6-trione C(CCC)N1C(N(C(C(C1=O)=C(N)N)=O)C1CCC(CC1)(CC=1C(=NC=CC1)OC)CO)=O